2,5-dimethyl-3-octylthiophene CC=1SC(=CC1CCCCCCCC)C